ClC1=C(C=CC=C1Cl)N1C(=NC(=C(C1=O)NC1CCC(CC1)(C)N)C)C 3-(2,3-dichlorophenyl)-2-methyl-6-methyl[(trans)-4-amino-4-methylcyclohexyl]amino-3,4-dihydropyrimidin-4-one